N-(2-(vinyloxy)ethoxy)-2-(2-fluoro-4-(methylthio)phenylamino)thieno[2,3-b]Pyridine-3-carboxamide C(=C)OCCONC(=O)C1=C(SC2=NC=CC=C21)NC2=C(C=C(C=C2)SC)F